5-(2-chloro-4-fluorophenyl)-6-(2-chloro-3-thienyl)-2,4-dimethyl-3(2H)-pyridazinone ClC1=C(C=CC(=C1)F)C1=C(C(N(N=C1C1=C(SC=C1)Cl)C)=O)C